potassium cetyl-phosphate salt C(CCCCCCCCCCCCCCC)OP(=O)([O-])[O-].[K+].[K+]